3-(7-fluoro-1-oxo-4-((7-(spiro[3.3]heptan-2-ylamino)heptyl)thio)isoindolin-2-yl)piperidine FC=1C=CC(=C2CN(C(C12)=O)C1CNCCC1)SCCCCCCCNC1CC2(C1)CCC2